(3-((2-chlorophenyl)ethynyl)-1H-indazol-5-yl)(3-(dimethylamino)pyrrolidin-1-yl)methanone ClC1=C(C=CC=C1)C#CC1=NNC2=CC=C(C=C12)C(=O)N1CC(CC1)N(C)C